C(C1=CC=CC=C1)(=O)OC(C([2H])([2H])C1CCN(CC1)C1=NC=2N(C=C1)C1=C(N2)C=CC=C1)([2H])[2H] 2-(1-(benzo[4,5]imidazo[1,2-a]pyrimidin-2-yl)piperidin-4-yl)ethyl-1,1,2,2-d4 benzoate